COC1=CC2=C(C3=C(C(N(C3)CC(C(=O)OC)(C)C)=O)S2)C=C1OC Methyl 3-(6,7-dimethoxy-3-oxo-1,3-dihydro-2H-benzo[4,5]thieno[2,3-c]pyrrol-2-yl)-2,2-dimethylpropanoate